BrC=1C=CC(=NC1C)N1CCC(CC1)CO [1-(5-bromo-6-methylpyridin-2-yl)piperidin-4-yl]methanol